FC1=C(C(=CC=C1)OC)C1=NC=CC2=C1CN(C2=O)C2=NC(=CC=C2)C2CC(CC2)=O 4-(2-fluoro-6-methoxyphenyl)-2-(6-(3-oxocyclopentyl)pyridin-2-yl)-2,3-dihydro-1H-pyrrolo[3,4-c]pyridin-1-one